(4S)-7-chloro-6-(3-fluoro-2-pyridyl)-N-(2-hydroxyethyl)-1,4-dimethyl-8-(trifluoromethyl)-4H-imidazo[1,2-a][1,4]benzodiazepine-2-carboxamide ClC1=C(C=CC2=C1C(=N[C@H](C=1N2C(=C(N1)C(=O)NCCO)C)C)C1=NC=CC=C1F)C(F)(F)F